C12COCC(CC1)N2C2=NC=1N(C=C2)N=CC1C(=O)OCC 1-Ethyl 5-(3-oxa-8-azabicyclo[3.2.1]octan-8-yl)pyrazolo[1,5-a]pyrimidine-3-carboxylate